Ethyl (2E,3E)-3-(hydroxyimino)-2-{2-[4-(trifluoromethoxy)phenyl]hydrazinylidene}propanoate O\N=C\C(\C(=O)OCC)=N/NC1=CC=C(C=C1)OC(F)(F)F